trimethoxygermane CO[GeH](OC)OC